iron silicon water O.[Si].[Fe]